7-bromo-N-ethyl-3-nitroquinolin-4-amine BrC1=CC=C2C(=C(C=NC2=C1)[N+](=O)[O-])NCC